di([1,1'-biphenyl]-4-yl)(phenyl)phosphonium C1(=CC=C(C=C1)[PH+](C1=CC=CC=C1)C1=CC=C(C=C1)C1=CC=CC=C1)C1=CC=CC=C1